3-(2,2-bis(heptyloxy)acetoxy)-2-((((2-(dimethylamino)ethoxy)carbonyl)oxy)methyl)propyloctadeca-9,12-dienoate C(CCCCCC)OC(C(=O)OCC(COC(CCCCCCCC=CCC=CCCCCC)=O)COC(=O)OCCN(C)C)OCCCCCCC